FC(COC1=CC=2N(C=C1C(=O)N)C=CN2)(F)F 7-(2,2,2-trifluoroethoxy)imidazo[1,2-a]pyridine-6-carboxamide